rac-cis-2-(3-bromophenyl)-N-(quinolin-8-yl)cyclopropane-1-carboxamide BrC=1C=C(C=CC1)[C@@H]1[C@@H](C1)C(=O)NC=1C=CC=C2C=CC=NC12 |r|